1-(4-fluorobenzyl)-3-(4-isobutoxybenzyl)-1-(1-methylpiperidin-4-yl)urea FC1=CC=C(CN(C(=O)NCC2=CC=C(C=C2)OCC(C)C)C2CCN(CC2)C)C=C1